BrC=1C=C(C=CC1Cl)C(CC#C)O (3-Bromo-4-chlorophenyl)-3-butyn-1-ol